C(C)(C)N1N=C(C2=C(C=CC=C12)CC1=CC=C(C=C1)C(F)(F)F)C(=O)N[C@@H](C)C1=CC=C(C(=O)OC)C=C1 methyl 4-[(1S)-1-[[1-isopropyl-4-[[4-(trifluoromethyl) phenyl]methyl]-indazole-3-carbonyl]amino]ethyl]benzoate